(R)-(4-(pyrazolo[1,5-a]pyridin-2-yl)-6,7-dihydro-1H-imidazo[4,5-c]pyridin-5(4H)-yl)(5-(pyridin-2-yl)-1,3,4-oxadiazol-2-yl)methanone N1=C(C=C2N1C=CC=C2)[C@@H]2N(CCC1=C2N=CN1)C(=O)C=1OC(=NN1)C1=NC=CC=C1